t-butylisophthalic acid C(C)(C)(C)C1=C(C(=O)O)C=CC=C1C(=O)O